C(C)NC(NC1=NSC(=C1)CN1CCN(CC1)C=1C=CC(=NC1C)C(=O)NC)=O 5-(4-((3-(3-ethylureido)isothiazol-5-yl)methyl)piperazin-1-yl)-N,6-dimethylpicolinamide